NC1=NC=CC=C1C1=CC(=NO1)CC1=CC=C(CNC2=NC=CC=N2)C=C1 N-(4-((5-(2-aminopyridin-3-yl)isoxazol-3-yl)methyl)benzyl)pyrimidin-2-amine